C(C)(=O)C1=CC(=NC=C1Cl)C(=O)NCC1=NC=C2C=CC(=NC2=C1)C1=NC(=CC=C1)N1C[C@@H](O[C@@H](C1)C)C 4-acetyl-5-chloro-N-((2-(6-((cis)-2,6-dimethylmorpholino)pyridin-2-yl)-1,6-naphthyridin-7-yl)methyl)picolinamide